CC1=C(C=CC=C1C)C1CCN(CC1)C=1C=CC(=C(C(=O)O)C1)NS(=O)(=O)C1=C(C=CC(=C1)C)C 5-(4-(2,3-dimethylphenyl)piperidin-1-yl)-2-((2,5-dimethylphenyl)sulfonamido)-benzoic acid